2-(3,5-dimethyl-phenyl)pyrroline CC=1C=C(C=C(C1)C)C=1NCCC1